1''-(3-((4-(decyloxy)phenyl)sulfonyl)-6-(methylsulfinyl)quinolin-4-yl)-[1,4':1',4''-terpiperidin]-3-ol C(CCCCCCCCC)OC1=CC=C(C=C1)S(=O)(=O)C=1C=NC2=CC=C(C=C2C1N1CCC(CC1)N1CCC(CC1)N1CC(CCC1)O)S(=O)C